ascorbic acid dinitrate [N+](=O)(O)[O-].[N+](=O)(O)[O-].O=C1C(O)=C(O)[C@H](O1)[C@@H](O)CO